C(C)(C)(C)N1C(C2=C(CC1)N(N=C2)CC(CN2C(C1=CC=CC=C1C2=O)=O)=CF)=O 2-(2-((5-(tert-butyl)-4-oxo-4,5,6,7-tetrahydro-1H-pyrazolo[4,3-c]pyridin-1-yl)methyl)-3-fluoroallyl)isoindoline-1,3-dione